COC(C1=NC=C(C(=C1)Cl)[Si](C)(C)C)=O 4-chloro-5-(trimethylsilyl)picolinic acid methyl ester